CN(CCCC(=O)N(CCCCC=O)C(CCCCCC=O)CCCCCCCCC)C 4-(dimethylamino)-N-(1-oxohexadecan-7-yl)-N-(5-oxopentyl)-butyramide